COC1=NC=CC=C1C=1C=NN2C1N=C(C=C2)N2C[C@H](CC2)N(C(OC(C)C)=O)C 1-methylethyl N-[(3S)-1-[3-(2-methoxy-3-pyridinyl) pyrazolo[1,5-a]pyrimidin-5-yl]-3-pyrrolidinyl]-N-methylcarbamate